methyl (R)-2-methylene-6-oxotetrahydro-1H-pyrrolizine-7a(5H)-carboxylate C=C1C[C@@]2(CC(CN2C1)=O)C(=O)OC